C(#N)C=1C(=C(C=CC1)CN1CCN(CC1)C(=O)OC(C)(C)C)C(F)(F)F Tert-Butyl 4-[[3-cyano-2-(trifluoromethyl)phenyl]methyl]piperazine-1-carboxylate